tert-butyl 4-(2-((1H-benzo[d]imidazole-2-yl) (5-chloro-2-methoxyphenyl)methyl)-3-oxoisoindole-5-yl)-5,6-dihydropyridine-1(2H)-carboxylate N1C(=NC2=C1C=CC=C2)C(N2CC1=CC=C(C=C1C2=O)C2=CCN(CC2)C(=O)OC(C)(C)C)C2=C(C=CC(=C2)Cl)OC